FC(C1=NC=C(C=N1)C(C)=O)(F)F 1-(2-(Trifluoromethyl)pyrimidin-5-yl)ethanone